tert-butyl (2S)-2-((3R,5R,6S)-3-allyl-5-(3-chlorophenyl)-6-(4-chlorophenyl)-2-oxopiperidin-1-yl)butanoate C(C=C)[C@H]1C(N([C@@H]([C@H](C1)C1=CC(=CC=C1)Cl)C1=CC=C(C=C1)Cl)[C@H](C(=O)OC(C)(C)C)CC)=O